O1C(CCCC1)N1N=CC2=CC(=C(C=C12)C=O)C#CC1CCOCC1 1-tetrahydropyran-2-yl-5-(2-tetrahydropyran-4-ylethynyl)indazole-6-carbaldehyde